S(=O)(=O)(ON1[C@@H]2CC[C@H](N(C1=O)C2)C(NC(CCN/C(=N/C(=O)OC(C)(C)C)/NC(=O)OC(C)(C)C)=O)=N)[O-].[Na+] sodium (2S,5R)-2-(N-(3-((Z)-2,3-bis(tert-butoxycarbonyl) guanidino) propanoyl) carbamimidoyl)-7-oxo-1,6-diazabicyclo[3.2.1]octan-6-yl sulfate